oxygen oxygen [O].[O]